ClC1=CC=C(C=C1)[C@@]1(N(C(C2=CC(=CC=C12)C(CN1CCNCC1)(C)O)=O)CC1=NC=C(C=C1)Cl)OC (3R)-3-(4-Chlorophenyl)-2-[(5-chloropyridin-2-yl)methyl]-6-[2-hydroxy-1-(piperazin-1-yl)propan-2-yl]-3-methoxy-2,3-dihydro-1H-isoindol-1-on